ClC1=C(CCC=2C=C3CCC(C3=CC2C)N2CC(C2)(O)C)C(=CC=C1)Cl (5-(2,6-Dichlorophenethyl)-6-methyl-2,3-dihydro-1H-inden-1-yl)-3-methylazetidin-3-ol